FC1=CC(=C(C(=O)Cl)C=C1F)[N+](=O)[O-] 4,5-difluoro-2-nitrobenzoyl chloride